7-chloro-2-cyclopropyl-9H-indeno[2,1-d]pyrimidin-9-one ClC1=CC=2C(C=3N=C(N=CC3C2C=C1)C1CC1)=O